ClC=1C=C(C=C(C1)Cl)N1CCN(CC1)CCCCCC1=C2CN(C(C2=CC=C1)=O)C1C(NC(CC1)=O)=O 3-(4-(5-(4-(3,5-dichlorophenyl)piperazin-1-yl)pentyl)-1-oxoisoindolin-2-yl)piperidine-2,6-dione